2-(4-Methyl-6-(((tetrahydro-2H-pyran-4-yl)amino)methyl)pyridazin-3-yl)-5-(trifluoromethyl)phenol CC1=C(N=NC(=C1)CNC1CCOCC1)C1=C(C=C(C=C1)C(F)(F)F)O